ClC1=CC=C(C(=N1)C(=O)O)N[C@H](C)C1=C2C=C(N(C(C2=CC(=C1)C)=O)C)N1CCN(CC1)C1=CC=C(C=C1)F (R)-6-chloro-3-((1-(3-(4-(4-fluorophenyl)piperazin-1-yl)-2,7-dimethyl-1-oxo-1,2-dihydroisoquinolin-5-yl)ethyl)amino)picolinic acid